3-hydroxy-2-methyl-1-(thiophen-2-yl)propan-1-one OCC(C(=O)C=1SC=CC1)C